CC=1N(C(C2=C(N1)C(=NC(=C2)N2C[C@@H](OC1(CCC1)C2)C=2C=NN(C2)C)C2=C(C=C(C(=C2)F)F)F)=O)C (S)-2,3-dimethyl-6-(6-(1-methyl-1H-pyrazol-4-yl)-5-oxa-8-azaspiro[3.5]non-8-yl)-8-(2,4,5-trifluorophenyl)pyrido[3,4-d]pyrimidin-4(3H)-one